CNCCC(CCCCCCC\C=C/CCCCCCCC)CCCCCCCCC (Z)-N-methyl-3-nonylicos-11-en-1-amine